(6-isopropoxypyridin-2-yl)methanone C(C)(C)OC1=CC=CC(=N1)C=O